N1CC(C1)N1C(N(C2=C1C=CC(=C2)F)CC2=NC=C(C=C2)C=2OC(=NN2)C(F)F)=O 1-(Azetidin-3-yl)-3-((5-(5-(difluoromethyl)-1,3,4-oxadiazol-2-yl)pyridin-2-yl)methyl)-5-fluoro-1,3-dihydro-2H-benzo[d]imidazol-2-one